N-(5-(3-(1-((5-cyclopropylthiazol-2-yl)amino)-1-oxopropan-2-yl)-5-fluorophenyl)pyridin-2-yl)acrylamide C1(CC1)C1=CN=C(S1)NC(C(C)C=1C=C(C=C(C1)F)C=1C=CC(=NC1)NC(C=C)=O)=O